ClC1=CC=C(C=C1)N1C(=NN=C1SC)[C@@H]1CC[C@H](CC1)OC1=NC=CC=C1 trans-2-((4-(4-(4-chlorophenyl)-5-(methylthio)-4H-1,2,4-triazol-3-yl)cyclohexyl)oxy)pyridine